(1S,4r)-4-((S)-2-(5-Fluoro-2-methoxybenzyl)-6-(methoxycarbonyl)-7-methyl-6,7,8,9-tetrahydro-3H-imidazo[4,5-f]chinolin-3-yl)cyclohexan FC=1C=CC(=C(CC=2N(C=3C(=C4CC[C@@H](N(C4=CC3)C(=O)OC)C)N2)C2CCCCC2)C1)OC